C1(=CC=CC=C1)N1NC(N(C1=C1C(CCCC1)P(C1CCCCC1)C1CCCCC1)C1=CC=CC=C1)C1=CC=CC=C1 (1,3,4-triphenyl-2,3,4,5-tetrahydro-1H-1,2,4-triazol-5-ylidene)(tricyclohexylphosphine)